CC=1C=CC=2N(N1)C(C(=C(N2)C(F)(F)F)C=2C=NN(C2)CCC(F)(F)F)=O 7-methyl-2-(trifluoromethyl)-3-[1-(3,3,3-trifluoropropyl)-1H-pyrazol-4-yl]-4H-pyrimido[1,2-b]pyridazin-4-one